[Sn].[Ge].[B] boron germanium tin